[Se]1C(=CC=C1)[SeH] Selenol(selenol)